NCC(CN1N=CN(C1=O)CC=1SC2=C(C1)C=C(C=C2)C=2C=CC(N(C2)CC)=O)=C(F)F 5-[2-[[1-[2-(aminomethyl)-3,3-difluoro-allyl]-5-oxo-1,2,4-triazol-4-yl]methyl]benzothiophen-5-yl]-1-ethyl-pyridin-2-one